FC(O[C@H]1C[C@H](C1)N1N=NC=C1C12CC(C1)(C2)NC(OC(C)(C)C)=O)(F)F tert-butyl (3-(1-(cis-3-(trifluoromethoxy)cyclobutyl)-1H-1,2,3-triazol-5-yl)bicyclo[1.1.1]pentan-1-yl)carbamate